P([O-])([O-])=O.[K+].[K+] Kalium phosphonat